N1(CCCCCC1)CC(=O)NC1=C(SC=C1C)C(=O)N[C@H](CCCCNC(=O)OC(C)(C)C)C(=O)OC methyl N2-(3-(2-(azepan-1-yl)acetamido)-4-methyl thiophene-2-carbonyl)-N6-(tert-butoxycarbonyl)-D-lysinate